5-(3-Bromo-1-ethyl-4-(3-hydroxy-2,2-dimethylpropyl)-1H-pyrazol-5-yl)-6-((S)-1-methoxyethyl)pyridin-3-ol BrC1=NN(C(=C1CC(CO)(C)C)C=1C=C(C=NC1[C@H](C)OC)O)CC